Pentamethylcyclopentadienyl-dimethyl-(1-benzyl-6,6-diethyl-1,5,6,7-tetrahydro-s-indacenyl)hafnium CC1=C(C(=C(C1([Hf](C1(C=CC2=CC=3CC(CC3C=C12)(CC)CC)CC1=CC=CC=C1)(C)C)C)C)C)C